tetra(2-ethylhexyloxy)titanium C(C)C(CO[Ti](OCC(CCCC)CC)(OCC(CCCC)CC)OCC(CCCC)CC)CCCC